[Sb].[Sb](=O)#[S] antimonyl-sulfur stibium